6-(2-(5-Cyclopropyl-3-(2-(trifluoromethoxy)phenyl)isoxazol-4-yl)-7-azaspiro[3.5]non-1-en-7-yl)-4-ethoxychinolin C1(CC1)C1=C(C(=NO1)C1=C(C=CC=C1)OC(F)(F)F)C1=CC2(C1)CCN(CC2)C=2C=C1C(=CC=NC1=CC2)OCC